FC=1C(=CC(=NC1)C)C=1N=CC=2N(C1)C=C(N2)NC2=NC=C(N=C2)C 6-(5-fluoro-2-methylpyridin-4-yl)-N-(5-methylpyrazin-2-yl)imidazo[1,2-a]pyrazin-2-amine